2,5-diphenylpyrazine C1(=CC=CC=C1)C1=NC=C(N=C1)C1=CC=CC=C1